4-(9,9-dimethyl-7-(piperazin-1-ylmethyl)-9,10-dihydroacridin-3-yl)thiomorpholine 1,1-dioxide CC1(C2=CC(=CC=C2NC=2C=C(C=CC12)N1CCS(CC1)(=O)=O)CN1CCNCC1)C